C(CCCCCCCCCCCCCCCCCC)(=O)N[C@@H](CC1=CNC2=CC=CC=C12)C(=O)O N-n-nonadecanoyl-tryptophan